O[C@@H]1C[C@H]2[C@H](N(CC2)C(=O)OC(C)(C)C)C1 |&1:1| rac-tert-butyl (3aS,6aR)-5-hydroxyhexahydrocyclopenta[b]pyrrole-1(2H)-carboxylate